N[C@H](C(=O)O)CCN=[N+]=[N-] (S)-2-amino-4-azido-butanoic acid